CN1C(CCC1)CCNC(=O)C12CC3(CC(CC(C1)C3)C2)C2=CC=C(C=C2)Cl 3-(4-Chlorophenyl)-adamantane-1-carboxylic acid [2-(1-methyl-pyrrolidin-2-yl)-ethyl]-amide